C1(CC1)C1=NN(C(=C1C(F)(F)F)C(=O)NC1=CC(=NC=C1)SC)CC1(CC(C1)(F)F)C 3-cyclopropyl-1-((3,3-difluoro-1-methylcyclobutyl)methyl)-N-(2-(methylthio)pyridin-4-yl)-4-(trifluoromethyl)-1H-pyrazole-5-carboxamide